C(C)(C)(C)C(C1=CC=NC=C1)N(C(O)=O)C(=O)OC(C)(C)C.C(C)(C)(C)OC(=O)N(C(=O)OC(C)(C)C)CC1=CC=[N+](C=C1)[O-] 4-((bis(tert-butoxycarbonyl)amino)methyl)pyridine 1-oxide Tert-butyl-(tert-butoxycarbonyl)(pyridin-4-ylmethyl)carbamate